C1(CC1)C(=O)NC1=CC2=C(N=N1)C(=NC=C2C=2C(=C(C=CC2)C=2C=NN(C2)C2CN(C2)CC2=CC=CC(=N2)C(=O)N(C)C)OC)NC 6-((3-(4-(3-(3-(cyclopropanecarboxamido)-8-(methylamino)pyrido[3,4-c]pyridazin-5-yl)-2-methoxyphenyl)-1H-pyrazol-1-yl)azetidin-1-yl)methyl)-N,N-dimethylpicolinamide